2-fluoro-1-(6-(3-(4-(trifluoro-methyl)phenyl)-1H-pyrazolo[3,4-b]pyridin-1-yl)indolin-1-yl)prop-2-en-1-one FC(C(=O)N1CCC2=CC=C(C=C12)N1N=C(C=2C1=NC=CC2)C2=CC=C(C=C2)C(F)(F)F)=C